NC1=C2C(=NC=N1)N(N=C2C2=CC=C(C=C2)OC2=CC=CC=C2)C2CN(CCC2)CCOCCOCCN2CCN(CC2)C=2C=C1CN(C(C1=CC2)=O)C2C(NC(CC2)=O)=O 3-(5-(4-(2-(2-(2-(3-(4-amino-3-(4-phenoxyphenyl)-1H-pyrazolo[3,4-d]pyrimidin-1-yl)piperidin-1-yl)ethoxy)ethoxy)ethyl)piperazin-1-yl)-1-oxoisoindolin-2-yl)piperidine-2,6-dione